CC1=C(C=CC=C1C)N1CCN(CC1)C(CN1N=C(C2=C1CCC2)C(=O)N2CCC(CC2)C(=O)N)=O 1-(1-{2-[4-(2,3-dimethylphenyl)piperazin-1-yl]-2-oxoethyl}-1,4,5,6-tetrahydrocyclopenta[c]pyrazole-3-carbonyl)piperidine-4-carboxamide